5-phenyl-1H-pyrazol-3-ol C1(=CC=CC=C1)C1=CC(=NN1)O